2-(((1S,3S,5R)-3-(((R)-1-(4-carbamimidoylthiophen-2-yl)ethyl)carbamoyl)-2-((4-phenoxybutanoyl)glycyl)-2-azabicyclo[3.1.0]hexan-5-yl)methoxy)acetic acid C(N)(=N)C=1C=C(SC1)[C@@H](C)NC(=O)[C@H]1N([C@H]2C[C@]2(C1)COCC(=O)O)C(CNC(CCCOC1=CC=CC=C1)=O)=O